2-(tert-Butyl-amino)-2-oxo-acetic acid C(C)(C)(C)NC(C(=O)O)=O